4-(propylamino)cyclohexanone oxazol-5-ylmethyl-(4-(2-isobutyryl-2-azaspiro[3.3]heptan-6-yl)phenyl)carbamate O1C=NC=C1CN(C(O)=O)C1=CC=C(C=C1)C1CC2(CN(C2)C(C(C)C)=O)C1.C(CC)NC1CCC(CC1)=O